N-carbonylmethoxy-2-[4-(trifluoromethyl)phenyl]ethylamine C(=O)=CONCCC1=CC=C(C=C1)C(F)(F)F